5-Amino-1-(3-(trifluoromethyl)benzyl)-1H-indole-3-carboxamide NC=1C=C2C(=CN(C2=CC1)CC1=CC(=CC=C1)C(F)(F)F)C(=O)N